C(C)O[Si](OCC)(OCC)OCC.O water tetraethyl-orthosilicate